Methyl 4-(benzyloxycarbonylamino)bicyclo[2.2.1]heptane-1-carboxylate C(C1=CC=CC=C1)OC(=O)NC12CCC(CC1)(C2)C(=O)OC